CO[C@H]1[C@@H](O[C@@H]([C@H]1O)CO)N1C(=O)N=C(NC(C)=O)C=C1 2'-O-methyl-N4-acetyl-cytidine